3-((3-oxa-8-azabicyclo[3.2.1]octan-8-yl)sulfonyl)aniline C12COCC(CC1)N2S(=O)(=O)C=2C=C(N)C=CC2